5-[4-({[(rac)-oxolan-2-yl]methyl}amino)-3-(trifluoromethyl)phenyl]-3,6-dihydro-2H-1,3,4-oxadiazin-2-one O1[C@H](CCC1)CNC1=C(C=C(C=C1)C1=NNC(OC1)=O)C(F)(F)F |r|